acryloyloxy-butyl-maleimide C(C=C)(=O)OC1=C(C(=O)NC1=O)CCCC